N-(2-ethoxycarbonyl)phenyl-N'-(3-(1-(tert-butyl)piperidin-4-yl)-1H-indol-5-yl)urea CCOC(=O)N(C(=O)NC=1C=C2C(=CNC2=CC1)C1CCN(CC1)C(C)(C)C)C1=CC=CC=C1